C(C)O[Si](CCCNC(=O)N)(OCCC)OCCC N-(3-ethoxydipropoxysilylpropyl)urea